4-isopropyl-5-oxo-4,5,6,7-tetrahydro-1H-pyrrolo[3,2-b]Pyridine-1-carboxylic acid tert-butyl ester C(C)(C)(C)OC(=O)N1C=CC=2N(C(CCC21)=O)C(C)C